6-ethyl-5-(7-methylquinolin-8-yl)pyridin-2-amine C(C)C1=C(C=CC(=N1)N)C=1C(=CC=C2C=CC=NC12)C